tert-butyl-5-(4,4,5,5-tetramethyl-1,3,2-dioxaborolan-2-yl)-3,4-dihydroisoquinoline-2(1H)-carboxylate C(C)(C)(C)OC(=O)N1CC2=CC=CC(=C2CC1)B1OC(C(O1)(C)C)(C)C